(2R,4R)-(1-((5-methoxy-7-methyl-1H-indol-4-yl)methyl)-4-((2,2,2-trifluoroethyl)amino)piperidin-2-yl)benzoic acid COC=1C(=C2C=CNC2=C(C1)C)CN1[C@H](C[C@@H](CC1)NCC(F)(F)F)C1=C(C(=O)O)C=CC=C1